C[N+]1=C(SC2=C1C=CC=C2)C dimethyl-benzothiazolium